3-(2-(2-(2,6-dioxopiperidin-3-yl)-1,3-dioxoisoindolin-4-yl)acetamido)propionic acid O=C1NC(CCC1N1C(C2=CC=CC(=C2C1=O)CC(=O)NCCC(=O)O)=O)=O